3-(4-nitro-1H-imidazol-1-yl)pyridine [N+](=O)([O-])C=1N=CN(C1)C=1C=NC=CC1